O=C(C(=O)OCCCC)CCC(C(=O)OCCCC)=O dibutyl 2,5-dioxoadipate